Ethyl 4-[5-amino-6-(difluoromethyl)indazol-2-yl]cyclohexanecarboxylate NC1=CC2=CN(N=C2C=C1C(F)F)C1CCC(CC1)C(=O)OCC